C(C(C)(C)C)(=O)OCOC1=C2C(=CN(C2=CC=C1)COC(C(C)(C)C)=O)CCN(C)C ((3-(2-(dimethylamino)ethyl)-1-((pivaloyloxy)methyl)-1H-indol-4-yl)oxy)methyl pivalate